C1(CC1)N1C=C(C2=CC=CC=C12)C1=NC(=NC=C1C(F)(F)F)NC=1C(=CC(=C(C1)NC(C#CC)=O)N1C[C@@H]2CN(C[C@@H]2C1)C)OC N-(5-((4-(1-Cyclopropyl-1H-indol-3-yl)-5-(trifluoromethyl)pyrimidin-2-yl)amino)-4-methoxy-2-((3aR,6aS)-5-methylhexahydropyrrolo[3,4-c]pyrrol-2(1H)-yl)phenyl)but-2-ynamide